2-[(6Ar,10aR)-1-hydroxy-6,6,9-trimethyl-6a,7,10,10a-tetrahydrobenzo[c]chromen-3-yl]ethyl nitrate [N+](=O)(OCCC1=CC(=C2[C@H]3[C@H](C(OC2=C1)(C)C)CC=C(C3)C)O)[O-]